5-((2-((4-((3-Chloro-4-(pyrimidin-5-yl)benzyl)amino)butyl)amino)ethyl)amino)benzo[c][2,6]naphthyridine-8-carboxamide ClC=1C=C(CNCCCCNCCNC2=NC3=C(C4=CN=CC=C24)C=CC(=C3)C(=O)N)C=CC1C=1C=NC=NC1